3-bromo-2-methyl-1H-pyrrolo[2,3-b]pyridine-6-carbonitrile BrC1=C(NC2=NC(=CC=C21)C#N)C